4-(4-n-butyl-phenyl)quinoline C(CCC)C1=CC=C(C=C1)C1=CC=NC2=CC=CC=C12